FC=1C=C(C=CC1CN1C(=NC=C1)C)C1=C(SC(=C1)CC(C)C)S(=O)(=O)N 3-[3-fluoro-4-[(2-methylimidazole-1-yl)methyl]phenyl]-5-isobutylthiophene-2-sulfonamide